C(#N)CC1N(CCN(C1)C=1C2=C(N=C(N1)Cl)C=C(C=N2)Cl)C(=O)[O-] 2-(cyanomethyl)-4-(2,7-dichloropyrido[3,2-d]pyrimidin-4-yl)piperazine-1-carboxylate